FCCOC1=C(C=C(C=C1)[C@@H](C1CCN(CC1)C(=O)C=1C=CC2=C(NC(CO2)=O)C1)C1=CC=CC=C1)OC |o1:10| 6-[4-[(S or R)-[4-(2-Fluoroethoxy)-3-methoxy-phenyl]-phenyl-methyl]piperidine-1-carbonyl]-4H-1,4-benzoxazin-3-one